(S)-N1-[5-chloro-4-(pyrazolo[1,5-a]pyridin-3-yl)pyrimidin-2-yl]-4-[3-(dimethylamino)pyrrolidin-1-yl]-6-methoxybenzene-1,3-diamine ClC=1C(=NC(=NC1)NC1=CC(=C(C=C1OC)N1C[C@H](CC1)N(C)C)N)C=1C=NN2C1C=CC=C2